1,3-Dihydrofuro[3,4-c]pyridin-4-amine C1OCC=2C(=NC=CC21)N